C(C)(C)(C)OC(=O)N(CCC1=NC(=CC=C1[N+](=O)[O-])OC)CC1=C(C=CC(=C1F)F)NC1=C(C(=O)OC)C=C(C(=C1)Cl)F Methyl 2-((2-(((tert-butoxycarbonyl)(2-(6-methoxy-3-nitropyridin-2-yl)ethyl)-amino)methyl)-3,4-difluorophenyl)amino)-4-chloro-5-fluorobenzoate